3,7-dimethyl-2,6-octadien-1-al diethyl acetal C(C)OC(C=C(CCC=C(C)C)C)OCC